C[C@@H]1O[C@@H](CN(C1)C1=CC(=NC(=C1)S(=O)(=O)C)NC1=CC(=NC=C1C=1N=NC(=CC1)OC)NC(C)=O)C N-(4-((4-((2S,6R)-2,6-dimethylmorpholino)-6-(methylsulfonyl)pyridin-2-yl)amino)-5-(6-methoxypyridazin-3-yl)pyridin-2-yl)acetamide